C(CCCCCCCCCC)OC(CCCN(CCCCCC(=O)OCC(CCCCCCCC)CCCCCCCC)CCO)=O 2-octyldecyl 6-((4-(undecyloxy)-4-oxobutyl) (2-hydroxyethyl)amino)hexanoate